N-(benzyloxy)-2-bromo-5-chlorobenzamide C(C1=CC=CC=C1)ONC(C1=C(C=CC(=C1)Cl)Br)=O